C(C1=CC=CC=C1)N(C(=O)OC(C)(C)C)CC=1NC2=CC(=C(C=C2C1)C)C(=O)OC Methyl 2-((benzyl(tert-butoxycarbonyl)amino)methyl)-5-methyl-1H-indole-6-carboxylate